4-(1-methylpyrazol-4-yl)benzenesulfonyl chloride CN1N=CC(=C1)C1=CC=C(C=C1)S(=O)(=O)Cl